ClC1=CC=C(C=C1)C=1N=C2N(C=CC=C2)C1CN1CC2COCC(C1)N2C(=O)N2CCOCC2 (7-{[2-(4-Chlorophenyl)imidazo[1,2-a]pyridin-3-yl]methyl}-3-oxa-7,9-diazabicyclo[3.3.1]non-9-yl)(morpholin-4-yl)methanon